tert-butyl [3-(4-{methyl[3-(trifluoromethoxy)propyl]amino}-1H-pyrazol-1-yl)bicyclo[1.1.1]pentan-1-yl]carbamate CN(C=1C=NN(C1)C12CC(C1)(C2)NC(OC(C)(C)C)=O)CCCOC(F)(F)F